C(C)(C)(C)OC(=O)N(C(OC(C)(C)C)=O)C1=C(C(=C(C=C1)F)OC=1C(=C2C(N(C=NC2=CC1)C)=O)Cl)Cl tert-butyl (tert-butoxycarbonyl)(2-chloro-3-((5-chloro-3-methyl-4-oxo-3,4-dihydroquinazolin-6-yl)oxy)-4-fluorophenyl)carbamate